N-(2-morpholinopyridin-4-yl)-7-fluoroquinazolin-4-amine O1CCN(CC1)C1=NC=CC(=C1)NC1=NC=NC2=CC(=CC=C12)F